CC(C)(C#CC(C)(OOC(C)(C)C)C)OOC(C)(C)C 2,5-dimethyl-2,5-di-(t-butylperoxy)hexyne